tert-Butyl 6-morpholino-5-nitro-3H-spiro[benzofuran-2,4'-piperidine]-1'-carboxylate O1CCN(CC1)C1=CC2=C(CC3(CCN(CC3)C(=O)OC(C)(C)C)O2)C=C1[N+](=O)[O-]